FC(OC1=C(C=CC=C1)[S@](=O)OCC)(F)F Ethyl (R)-2-(trifluoromethoxy)benzenesulfinate